(E)-2-(3,7-dimethylocta-2,6-dien-1-yl)-5-propyl-4-(thiophen-3-yl)benzene-1,3-diol C\C(=C/CC1=C(C=C(C(=C1O)C1=CSC=C1)CCC)O)\CCC=C(C)C